C(C)N1C(C2=C(C(=C1)F)N(C=C2NC2=C(C(=O)NC([2H])([2H])[2H])C=CC(=N2)NC2=NC=C(C=C2)F)C)=O ((5-ethyl-7-fluoro-1-methyl-4-oxo-4,5-dihydro-1H-pyrrolo[3,2-c]pyridin-3-yl)amino)-6-((5-fluoropyridin-2-yl)amino)-N-(methyl-d3)nicotinamide